L-alanyl-L-valine N[C@@H](C)C(=O)N[C@@H](C(C)C)C(=O)O